BrC=1C(=C(C=CC1Br)O)C1CC2=NN=C(N2C1)[C@H]1COCC1 3,4-dibromo-2-(3-((S)-tetrahydrofuran-3-yl)-6,7-dihydro-5H-pyrrolo[2,1-c][1,2,4]triazol-6-yl)phenol